COC(C)C1=C(C=NN1C=1C=NC=CC1)N 5-(1-methoxyethyl)-1-(pyridin-3-yl)-1H-pyrazol-4-amine